ClC=1NC=2N(C(C1)=O)N=C(C2C(=O)OCC)C2=NC=CN=C2C ethyl 5-chloro-2-(3-methylpyrazin-2-yl)-7-oxo-4,7-dihydropyrazolo[1,5-a]pyrimidine-3-carboxylate